(1r,4r)-4-(7-((2,6-dichlorobenzyl)oxy)-9b-((4-fluorophenyl)sulfonyl)-2,3,3a,4,5,9b-hexahydro-1H-pyrrolo[3,2-f]quinoline-3-carbonyl)cyclohexane-1-carboxylic acid ClC1=C(COC2=NC=3CCC4C(C3C=C2)(CCN4C(=O)C4CCC(CC4)C(=O)O)S(=O)(=O)C4=CC=C(C=C4)F)C(=CC=C1)Cl